(S)-quinuclidin-3-yl (7'-(2-(trifluoromethoxy)phenyl)-3',4'-dihydro-1'H-spiro[cyclopropane-1,2'-naphthalen]-1'-yl)carbamate FC(OC1=C(C=CC=C1)C1=CC=C2CCC3(C(C2=C1)NC(O[C@@H]1CN2CCC1CC2)=O)CC3)(F)F